C1(CC1)C1=C(C=C(C(=O)N2[C@@H](CC(C2)(F)F)C(=O)N)C=C1)OCC(F)(F)F 1-[4-cyclopropyl-3-(2,2,2-trifluoroethoxy)benzoyl]-4,4-difluoro-L-prolinamide